P(=O)(OCC1=CC=CC=C1)(OCC1=CC=CC=C1)OCC#C Dibenzyl prop-2-yn-1-yl phosphate